({6-[(1,3-benzothiazol-2-yl)amino]-4-Ethyl-5-methylpyridazin-3-yl}amino)-1,3-thiazole-4-carboxylic acid ethyl ester C(C)OC(=O)C=1N=C(SC1)NC=1N=NC(=C(C1CC)C)NC=1SC2=C(N1)C=CC=C2